10-(4-((1S,4S)-2-oxa-5-azabicyclo[2.2.1]heptan-5-yl)butyl)-3,7-dibromo-10H-benzo[b]pyrido[2,3-e][1,4]oxazine [C@@H]12OC[C@@H](N(C1)CCCCN1C3=C(OC4=C1N=CC(=C4)Br)C=C(C=C3)Br)C2